C(C=C)(=O)OCCCCCC[SiH2]C(Cl)Cl acryloxyhexyldichloromethylsilane